O=C1CCOC2=C1C=CC(=C2)C(=O)O 4-oxo-2,3-dihydro-1-benzopyran-7-carboxylic acid